FC1(C2=CC=CC=C2C=2C=C(C=CC12)C(=O)NCC(=O)N1[C@@H](C[C@@](C1)(COCCCCCCCCCC(=O)OC)F)C(=O)O)F (2S,4R)-1-((9,9-difluoro-9H-fluorene-3-carbonyl)glycyl)-4-fluoro-4-(((10-methoxy-10-oxodecyl)oxy)methyl)pyrrolidine-2-carboxylic acid